O=C1NC=CC=C1CNC(=O)C=1C=NC2=C(C=CC=C2C1)C1=CCC(CC1)C(F)(F)F N-((2-oxo-1,2-dihydropyridin-3-yl)methyl)-8-(4-(trifluoromethyl)cyclohex-1-en-1-yl)quinoline-3-carboxamide